6-(spiro[dibenzo[b,d]silole-5,10'-dibenzo[b,e][1,4]oxasilin]-2'-yl)-1,3,5-triazine C1=C(C=CC=2OC3=C([Si]4(C21)C2=C(C1=C4C=CC=C1)C=CC=C2)C=CC=C3)C3=NC=NC=N3